(4-{[(1R,3S,4R)-3-hydroxy-4-(hydroxymethyl)cyclopentyl]amino}pyrimidin-5-yl)methanone O[C@H]1C[C@@H](C[C@@H]1CO)NC1=NC=NC=C1C=O